3-Bromo-6-ethyl-5-((tetrahydro-2H-pyran-4-yl)amino)pyrazine-2-carboxamide BrC=1C(=NC(=C(N1)NC1CCOCC1)CC)C(=O)N